3-(4-(3-(piperazin-1-yl)propoxy)styryl)isonicotinamide N1(CCNCC1)CCCOC1=CC=C(C=CC2=C(C(=O)N)C=CN=C2)C=C1